2-methyl-N-{1-[2-(2-methyl-2H-1,2,3-triazol-4-yl)quinolin-4-yl]ethyl}benzamide CC1=C(C(=O)NC(C)C2=CC(=NC3=CC=CC=C23)C2=NN(N=C2)C)C=CC=C1